NC1=NC=CC2=C1C(=NN2[C@H]2C[C@@H](N(C2)C(C=C)=O)COC)C#CC2=CC1=C(N(C(=N1)C)C)C=C2 1-((2R,4S)-4-(4-amino-3-((1,2-dimethyl-1H-benzo[d]imidazol-5-yl)ethynyl)-1H-pyrazolo[4,3-c]pyridin-1-yl)-2-(methoxymethyl)pyrrolidin-1-yl)prop-2-en-1-one